3,5-di-4-pyridyl-4H-1,2,4-triazol-4-amine N1=CC=C(C=C1)C1=NN=C(N1N)C1=CC=NC=C1